N'-(2-Chloro-5-methyl-4-(S-methyl-N-(3-(trifluoromethoxy)benzyl)sulfonimidoyl)phenyl)-N-ethyl-N-methylformimidamid ClC1=C(C=C(C(=C1)S(=O)(=NCC1=CC(=CC=C1)OC(F)(F)F)C)C)N=CN(C)CC